N-(3-chloro-2-fluorobenzyl)-2-((tetrahydrofuran-3-yl)amino)acetamide ClC=1C(=C(CNC(CNC2COCC2)=O)C=CC1)F